C1(C=CC(C=C1)=O)=O BENZOQUINONE